ClC1=C(C(=NC=C1)O)[N+](=O)[O-] 4-chloro-3-nitropyridin-2-ol